ClC=1C=C2C(=CC(=NC2=CC1)C(F)(F)F)N[C@@H]1C[C@@H](CCC1)NC=1N=CN2N=CC=CC21 (1S,3R)-N1-(6-chloro-2-(trifluoromethyl)quinolin-4-yl)-N3-(imidazo[1,5-b]pyridazin-5-yl)cyclohexane-1,3-diamine